4'-ethynyl-2-fluoro-2'-deoxyadenosine triphosphate P(O)(=O)(OP(=O)(O)OP(=O)(O)O)OC[C@@]1([C@H](C[C@@H](O1)N1C=NC=2C(N)=NC(=NC12)F)O)C#C